C1(CCCCC1)[C@H]1[C@@H](C1)NC(=O)NCC1=CC(=NC=C1)N1C=NC(=C1)C(F)(F)F |r| 1-[rac-(1R,2S)-2-cyclohexylcyclopropyl]-3-[[2-[4-(trifluoromethyl)imidazol-1-yl]pyridin-4-yl]methyl]urea